(R)-(7-chloro-1H-imidazo[4,5-b]pyridin-2-yl)(5-methyl-7,8-dihydro-1,6-naphthyridin-6(5H)-yl)methanone ClC1=C2C(=NC=C1)N=C(N2)C(=O)N2[C@@H](C=1C=CC=NC1CC2)C